COC=1C=C(C=CC1NC1=NC=NC(=C1)N1OCC[C@@H]1C1=CC=CC=C1)N1CCC(CC1)N1CCC(CC1)N(C)C (R)-1'-(3-methoxy-4-((6-(3-phenylisoxazolidin-2-yl)pyrimidin-4-yl)amino)phenyl)-N,N-dimethyl-[1,4'-bipiperidine]-4-amine